N1=C(C=NC=C1)N1C(SC=C1C=1C=C(C(=O)NCCCCC2=CC=CC=C2)C=CC1)=O 3-(3-(2-pyrazinyl)-4-thiazolinonyl)-N-(4-phenylbutyl)benzamide